2'-Cyclopropyl-N4-{[1-(methoxymethyl)cyclopentyl]methyl}-N4-methyl-5-nitro-6'-(trifluoromethyl)[2,4'-bipyridin]-4,6-diamine C1(CC1)C1=NC(=CC(=C1)C1=NC(=C(C(=C1)N(C)CC1(CCCC1)COC)[N+](=O)[O-])N)C(F)(F)F